ClC=1C=C(C(=O)NCC2CC3(CN(C3)C(=O)OC(C)(C)C)C2)C=C(C1)F tert-butyl 6-[[(3-chloro-5-fluoro-benzoyl)amino] methyl]-2-azaspiro[3.3]heptane-2-carboxylate